Tert-butyl 4-((S)-1-(3-((((2S,3r)-2-ethyl-4-(1-methyl-1H-imidazol-5-yl)-3-((pivaloyloxy) methyl) butyryl) oxy) methyl)-2-methylphenyl) ethyl)-1H-imidazole-1-carboxylate C(C)[C@H](C(=O)OCC=1C(=C(C=CC1)[C@H](C)C=1N=CN(C1)C(=O)OC(C)(C)C)C)[C@@H](CC1=CN=CN1C)COC(C(C)(C)C)=O